3-propanediyl vinylphosphonate C(=C)P1(OCCCO1)=O